(1S,3R)-3-(3-((2-methoxypyrimidin-4-yl)amino)-1H-pyrazol-5-yl)cyclopentyl(1-methylcyclopropyl)carbamate COC1=NC=CC(=N1)NC1=NNC(=C1)[C@H]1C[C@H](CC1)N(C([O-])=O)C1(CC1)C